N[C@H](C(=O)O)CC1=CC=C(C=C1)OCCN (S)-2-amino-3-(4-(2-aminoethoxy)phenyl)propionic acid